5-((1-(1-(3-((4-([1,1'-biphenyl]-3-yl)-5-chloropyrimidin-2-yl)amino)cyclohexane-1-carbonyl)piperidine-4-carbonyl)piperidin-4-yl)oxy)-1-oxoisoindolin C1(=CC(=CC=C1)C1=NC(=NC=C1Cl)NC1CC(CCC1)C(=O)N1CCC(CC1)C(=O)N1CCC(CC1)OC=1C=C2CNC(C2=CC1)=O)C1=CC=CC=C1